6-Chloro-2,3-dimethylpyridin-4-amine ClC1=CC(=C(C(=N1)C)C)N